tert-butyl (2S,6R)-4-(5-chloropyrazino[2,3-d]pyridazin-8-yl)-2,6-dimethyl-piperazine-1-carboxylate ClC1=C2C(=C(N=N1)N1C[C@@H](N([C@@H](C1)C)C(=O)OC(C)(C)C)C)N=CC=N2